2-(pyridin-3-yl)-5-(pyrrolidin-2-yl)-1,2,3,4-tetrahydroisoquinoline N1=CC(=CC=C1)N1CC2=CC=CC(=C2CC1)C1NCCC1